6-phenyl-2-(4-(4,4,5,5-tetramethyl-1,3,2-dioxazolidin-2-yl)phenyl)benzo[d]oxazole C1(=CC=CC=C1)C1=CC2=C(N=C(O2)C2=CC=C(C=C2)N2OC(C(O2)(C)C)(C)C)C=C1